C(C)(C)(C)C=1C=C(C=CC1F)[C@H](C)NC(=O)C1=CC=C2C=C(N(C2=C1)CC(C)C)C (S)-N-(1-(3-(tert-butyl)-4-fluorophenyl)ethyl)-1-isobutyl-2-methyl-1H-indole-6-carboxamide